2-{4-fluoro-1-methyl-3-[(4,5,6,7-tetrahydropyrazolo[1,5-a]pyridin-3-yl)amino]-1H-indazol-6-yl}propan-2-ol FC1=C2C(=NN(C2=CC(=C1)C(C)(C)O)C)NC=1C=NN2C1CCCC2